Cl.O1N=CN=C1C[C@@]12C[C@H](N[C@H]2C1)C(=O)OCC1=CC=CC=C1 benzyl (1S,3S,5S)-5-((1,2,4-oxadiazol-5-yl)methyl)-2-azabicyclo[3.1.0]hexane-3-carboxylate hydrochloride